ClC1=C(C=CC=C1)C1=NN2C(N=C(C=C2C=2C=NC(=CC2)C(F)(F)F)N2[C@@H](CCC2)CO)=C1C1=CC=C(C=C1)Cl [(2S)-1-[2-(2-chlorophenyl)-3-(4-chlorophenyl)-7-[6-(trifluoromethyl)-3-pyridyl]pyrazolo[1,5-a]pyrimidin-5-yl]pyrrolidin-2-yl]methanol